C(C)N1C[C@@H](CCC1)NC1=C2C(=C(N=N1)C1=CC=C(C=C1)C(F)(F)F)SC=C2 |r| (rac)-N-(1-ethyl-3-piperidinyl)-7-[4-(trifluoromethyl)phenyl]thieno[2,3-d]pyridazin-4-amine